N(=[N+]=[N-])CCC1CN(C(O1)=O)C=1C=CC=2OCC(NC2N1)=O 6-[5-(2-azidoethyl)-2-oxo-1,3-oxazolidin-3-yl]-4H-pyrido[3,2-b][1,4]Oxazin-3-one